[N+](=O)([O-])C=1C(=C(C(=O)O)C=C(C1)[N+](=O)[O-])C 3,5-dinitro-2-methylbenzoic acid